3-(2-hydroxy-propan-2-yl)-5-(pyridin-4-yl)benzene-sulfonamide OC(C)(C)C=1C=C(C=C(C1)C1=CC=NC=C1)S(=O)(=O)N